sodium methylene bis(methyl naphthalenesulfonate) CC1=C(C2=CC=CC=C2C=C1)S(=O)(=O)OCOS(=O)(=O)C1=C(C=CC2=CC=CC=C12)C.[Na]